tert-butyl N-[(1S)-1-[[4-(3,5-dimethylimidazol-4-yl)phenyl]carbamoyl]-2-ethyl-butyl]carbamate CN1C=NC(=C1C1=CC=C(C=C1)NC(=O)[C@H](C(CC)CC)NC(OC(C)(C)C)=O)C